BrC=1C(=C2C(=NC1)NC[C@]21C[C@@H](CC1)O)Cl |r| (1RS,3RS)-5'-bromo-4'-chloro-1',2'-dihydrospiro[cyclopentane-1,3'-pyrrolo[2,3-b]pyridin]-3-ol